1-(4,6-dichloro-1,3,5-triazin-2-yl)-N4-phenylbenzene-1,4-diamine ClC1=NC(=NC(=N1)Cl)C1(CC=C(C=C1)NC1=CC=CC=C1)N